C1(=C(C=CC=C1)N(C1=CC=C2C=CC=3C(=CC=C4C=CC1=C2C34)N(C3=CC=C(C=C3)C3=CC=CC=C3)C3=C(C=CC=C3)C3=CC=CC=C3)C3=CC=C(C=C3)C3=CC=CC=C3)C3=CC=CC=C3 N1,N6-bis([1,1'-Biphenyl]-2-yl)-N1,N6-bis([1,1'-biphenyl]-4-yl)pyrene-1,6-diamine